N1C=CC2=CC=C3C(=C12)C=CC=C3 Benzoindol